CCOC(COC(=O)C[C@@H]\\1C(=CO[C@H](/C1=C/C)O[C@H]2[C@@H]([C@H]([C@@H]([C@H](O2)CO)O)O)O)C(=O)OC)C3=CC(=C(C=C3)O)O The molecule is a secoiridoid glycoside isolated from Ligustrum lucidum which has been shown to exhibit antioxidant activity against hemolysis of red blood cells induced by free radicals. It has a role as an antioxidant, an antiviral agent and a plant metabolite. It is a monosaccharide derivative, a member of catechols, a beta-D-glucoside, a member of pyrans, a monoterpene glycoside, a methyl ester and a secoiridoid glycoside.